CN1C[C@@H](CC1)OC(C(O)C1=C(C=CC=C1)Br)=O 2-(2-bromophenyl)-2-hydroxyacetic acid-(R)-1-methylpyrrolidin-3-yl ester